ClC(Cl)[SiH2]CB(Cl)Cl (dichloromethylsilyl)(dichloroboryl)methane